N,N-diethyl-3,5-dimethylpiperidinium hydroxide [OH-].C(C)[N+]1(CC(CC(C1)C)C)CC